4-Chloro-7-ethyl-1-(2-methylpyridin-3-yl)-3-nitro-1,8-naphthyridin ClC1=C(CN(C2=NC(=CC=C12)CC)C=1C(=NC=CC1)C)[N+](=O)[O-]